C1(CCC1)C1=C(C=CC=C1F)C1=C(C=CC(=C1)C(C)(C)C1=NOC(N1)=O)O[C@H]1C[C@@H](CC1)NC([C@H]1N(CC(C1)(C)C)C)=O N-[(1R,3R)-3-({2'-cyclobutyl-3'-fluoro-5-[2-(5-oxo-4,5-dihydro-1,2,4-oxadiazol-3-yl)propan-2-yl][1,1'-biphenyl]-2-yl}oxy)cyclopentyl]-1,4,4-trimethyl-L-prolinamide